IC=1C=CC2=CN(N=C2C1)CC(C)(O)C 1-(6-iodo-2H-indazol-2-yl)-2-methylpropan-2-ol